1-(2-cyano-2-deoxy-β-D-arabinofuranosyl)-4-(palmitoylamino)pyrimidin-2(1H)-one C(#N)[C@@H]1[C@@H](O[C@@H]([C@H]1O)CO)N1C(N=C(C=C1)NC(CCCCCCCCCCCCCCC)=O)=O